CN(C1CN(CC1)C=1C=CC(=NC1)NC1=C2C(=NC(=C1)OC=1C(=CC(=NC1)C#N)C)N(C=N2)C)C 5-[7-[[5-[3-(dimethylamino)pyrrolidin-1-yl]-2-pyridyl]amino]-3-methyl-imidazo[4,5-b]pyridin-5-yl]oxy-4-methyl-pyridine-2-carbonitrile